3-(4-chloro-2-(fluoromethyl)pyridin-3-yl)-7-((2-methoxy-4-(1-methylpiperidin-4-yl)phenyl)amino)-1-(5-methoxypyridin-2-yl)-3,4-dihydropyrimido[4,5-d]pyrimidin-2(1H)-one ClC1=C(C(=NC=C1)CF)N1C(N(C2=NC(=NC=C2C1)NC1=C(C=C(C=C1)C1CCN(CC1)C)OC)C1=NC=C(C=C1)OC)=O